CC1=CC=C(C=C1)C1CCN(CC1)C(=O)NC1=C(C=CC=C1)N1C[C@H](N(CC1)C(C)C)C |r| rac-4-(4-methylphenyl)-N-{2-[3-methyl-4-(propan-2-yl)piperazin-1-yl]phenyl}piperidine-1-carboxamide